C(CCC)N1C(N(C(C(C1=O)=C(N)N)=O)C1CCC2(CC3(N(C(N(C3=O)COCC[Si](C)(C)C)=O)CCOC)C2)CC1)=O 1-butyl-5-(diaminomethylene)-3-[4-(2-methoxyethyl)-1,3-dioxo-2-(2-trimethylsilylethoxymethyl)-2,4-diazadispiro[4.1.57.15]tridecan-10-yl]hexahydropyrimidine-2,4,6-trione